tert-butyl 1-oxo-2-(5-(trifluoromethyl)pyridin-2-yl)-2,8-diazaspiro[4.5]decane-8-carboxylate O=C1N(CCC12CCN(CC2)C(=O)OC(C)(C)C)C2=NC=C(C=C2)C(F)(F)F